C12(CC3CC(CC(C1)C3)C2)C(C)NCCCCCCCCC2=C3C(N(C(=NC3=CC=C2)C)[C@@H]2C(NC(CC2)=O)=O)=O (3S)-3-(5-(8-((1-((3r,5r,7r)-adamantan-1-yl)ethyl)amino)octyl)-2-methyl-4-oxoquinazolin-3(4H)-yl)piperidine-2,6-dione